BrC=1C=C(C(=C(C(=O)O)C1)NC(=O)OCC)C 5-bromo-2-((ethoxycarbonyl)amino)-3-methylbenzoic acid